7-Nitro-1-(4-Methylphenylsulfonyl)-1H-indole [N+](=O)([O-])C=1C=CC=C2C=CN(C12)S(=O)(=O)C1=CC=C(C=C1)C